3-tert-butyl-2'-((3-tert-butyl-2-hydroxy-5-methylphenyl)(3-methoxypropyl)amino)-5-methyl-[1,1'-biphenyl]-2-ol C(C)(C)(C)C1=C(C(=CC(=C1)C)C1=C(C=CC=C1)N(CCCOC)C1=C(C(=CC(=C1)C)C(C)(C)C)O)O